1-(3-(3,3,3-trifluoro-2,2-dimethylpropoxy)-1H-pyrazol-1-yl)ethan-1-one FC(C(COC1=NN(C=C1)C(C)=O)(C)C)(F)F